ClC1=NC=NC2=CC=C(C=C12)OC1CC2CCC(C1)N2C(C=C)=O 1-(Exo-3-((4-chloroquinazolin-6-yl)oxy)-8-azabicyclo[3.2.1]oct-8-yl)prop-2-en-1-one